C(C=C)(=O)OCCCCCCCCCCCCCCCC[Si](C)(C)Cl acryloyloxyhexadecyl-chlorodimethylsilane